C(C)(=O)NC1=C(C=CC(=C1)O)/C=C(/C(=O)OCC)\C Ethyl (E)-3-(2-acetamido-4-hydroxy-phenyl)-2-methyl-prop-2-enoate